methylsulfonylaminopropyl-triethoxysilane CS(=O)(=O)NCCC[Si](OCC)(OCC)OCC